SC1=C(N=C(C(=N1)S)S)S tetramercaptopyrazine